methyl (2R,3S,3aR,6aS)-3-amino-2-((((1s,4S)-4-(3-fluorophenyl)-cyclohexyl)oxy)methyl)hexahydro-1H-furo[3,4-b]pyrrole-1-carboxylate N[C@H]1[C@@H]2[C@H](N([C@H]1COC1CCC(CC1)C1=CC(=CC=C1)F)C(=O)OC)COC2